(Z)-3-(3-(3-(Pentafluorosulfanyl)-5-(trifluoromethyl)phenyl)-1H-1,2,4-triazol-1-yl)-N'-(pyridin-2-yl)acrylohydrazide FS(C=1C=C(C=C(C1)C(F)(F)F)C1=NN(C=N1)\C=C/C(=O)NNC1=NC=CC=C1)(F)(F)(F)F